7-[(2R)-2-[[(3-Chloropyridin-2-yl)oxy]methyl]-4-methyl-pyrrolidin-1-yl]-1-[6-[3-(dimethyl-amino)azetidin-1-yl]pyridin-3-yl]-6-fluoro-4-oxoquinoline ClC=1C(=NC=CC1)OC[C@@H]1N(CC(C1)C)C1=C(C=C2C(C=CN(C2=C1)C=1C=NC(=CC1)N1CC(C1)N(C)C)=O)F